O-β-D-Glucopyranosyl-L-ascorbic Acid [C@@H]1([C@H](O)[C@@H](O)[C@H](O)[C@H](O1)CO)OC=1C(=O)O[C@@H](C1O)[C@@H](O)CO